Fluoro-nitrosulfonamide FNS(=O)(=O)[N+](=O)[O-]